chloro-6'-((5-(1-methyl-1H-pyrazol-4-yl)pyrimidin-4-yl)amino)-2'H-spiro[cyclohexane-1,3'-imidazo[1,5-a]pyridine]-1',5'-dione ClN1C2(N3C(=CC=C(C3=O)NC3=NC=NC=C3C=3C=NN(C3)C)C1=O)CCCCC2